C1(CCCCC1)(C1=CC=C(C=C1)N(C1=CC=C(C=C1)C)C1=CC=C(C=C1)C)C1=CC=C(C=C1)N(C1=CC=C(C=C1)C)C1=CC=C(C=C1)C 4,4'-cyclohexylidenebis[N,N-bis(4-methyl-phenyl)benzenamine]